1,1,1,3,3,3-hexafluoropropan-2-yl 4-(2-(pyrrolidin-1-yl)-4-(trifluoromethyl)benzyl)piperazine-1-carboxylate besylate salt S(=O)(=O)(O)C1=CC=CC=C1.N1(CCCC1)C1=C(CN2CCN(CC2)C(=O)OC(C(F)(F)F)C(F)(F)F)C=CC(=C1)C(F)(F)F